((S)-3-(3,5-difluorophenyl)isoxazolidin-2-yl)((3S,4R)-3-fluoro-1-(5-(methylsulfonyl)pyrimidin-2-yl)piperidin-4-yl)methanone FC=1C=C(C=C(C1)F)[C@H]1N(OCC1)C(=O)[C@@H]1[C@@H](CN(CC1)C1=NC=C(C=N1)S(=O)(=O)C)F